FC=1C=CC=C2C(=C(C=NC12)S(=O)(=O)N1CCC2(C[C@H](CO2)NC[C@@H](COC=2C=C(C=CC2)S(=O)(=O)NC)O)CC1)O 3-((S)-3-((R)-8-(8-fluoro-4-hydroxyquinolin-3-ylsulfonyl)-1-oxa-8-azaspiro[4.5]dec-3-ylamino)-2-hydroxypropoxy)-N-methylbenzenesulfonamide